N-(4-cyclobutyl-1-methyl-5-(2-(trifluoromethyl)thiazol-5-yl)-1H-pyrazol-3-yl)-2-(oxetan-3-yl)acetamide C1(CCC1)C=1C(=NN(C1C1=CN=C(S1)C(F)(F)F)C)NC(CC1COC1)=O